C(C1=CC=CC=C1)OC1=NC(=CC=C1C1=NN(C2=CC(=CC=C12)NCC(=O)N1CCN(CC1)C(=O)OC(C)(C)C)C)OCC1=CC=CC=C1 Tert-butyl 4-(2-((3-(2,6-bis(benzyloxy)pyridin-3-yl)-1-methyl-1H-indazol-6-yl)amino)acetyl)piperazine-1-carboxylate